FC(C1=NC=CC=C1OC[C@@H]1CN(CCC1)C(=O)OC(C)(C)C)(F)F tert-butyl (S)-3-(((2-(trifluoromethyl)pyridin-3-yl)oxy)methyl)piperidine-1-carboxylate